1-(4-bromophenyl)-N,N-dimethylpiperidin-4-amine BrC1=CC=C(C=C1)N1CCC(CC1)N(C)C